2-Isopropyl-5-(6-methylbenzoxazol-2-yl)phenol C(C)(C)C1=C(C=C(C=C1)C=1OC2=C(N1)C=CC(=C2)C)O